O=C[C@@H](O)[C@H](O)[C@H](O)[C@@H](O)C Anti-Fucose